C(=O)NCCCC(=O)O 4-FORMAMIDOBUTYRIC ACID